Cl.Cl.N(=NC(C(=N)N)(C)C)C(C(=N)N)(C)C 2,2'-Azobis(2-methylpropionamidin) dihydrochlorid